6-(6-cyclopropyl-7-methoxy-imidazo[1,2-b]pyridazin-3-yl)-N-[(3S,4S)-4-fluoropyrrolidin-3-yl]pyridin-2-amine C1(CC1)C=1C(=CC=2N(N1)C(=CN2)C2=CC=CC(=N2)N[C@H]2CNC[C@@H]2F)OC